tert-butyl-imino-2,2-dimethylpyrrolidine C(C)(C)(C)N1C(C(CC1)=N)(C)C